3,5-bis(hydroxymethyl)benzyl (9Z,12Z)-octadeca-9,12-dienoate C(CCCCCCC\C=C/C\C=C/CCCCC)(=O)OCC1=CC(=CC(=C1)CO)CO